C(C=C)(=O)N1C[C@@H](CC1)N1C(N(C=2C=NC=CC21)C2=CC(=C(C=C2)OC2=CC(=CC=C2)F)Cl)=O (R)-1-(1-acryloylpyrrolidin-3-yl)-3-(3-chloro-4-(3-fluorophenoxy)phenyl)-1H-imidazo[4,5-c]pyridin-2(3H)-one